FC=1C=CC2=C(CCO2)C1CNC1=NC=C(C=2N1C=NC2S(=O)(=O)C)C2=CC=CC=C2 N-((5-fluoro-2,3-dihydrobenzofuran-4-yl)methyl)-1-(methylsulfonyl)-8-phenylimidazo[1,5-c]pyrimidin-5-amine